5-chloro-1-(1-{3-[(difluoromethoxy)methyl]bicyclo[1.1.1]pentan-1-yl}-1H-pyrazol-4-yl)-6-[4-(3-methyloxetan-3-yl)piperazin-1-yl]-1H-indazole ClC=1C=C2C=NN(C2=CC1N1CCN(CC1)C1(COC1)C)C=1C=NN(C1)C12CC(C1)(C2)COC(F)F